(2S,4R)-1-(2-(3-(difluoromethyl)-5-methyl-1H-pyrazol-1-yl)propanoyl)-hydroxy-N-(4-(4-methylthiazol-5-yl)benzyl)pyrrolidine-2-carboxamide FC(C1=NN(C(=C1)C)C(C(=O)N1[C@](CCC1)(C(=O)NCC1=CC=C(C=C1)C1=C(N=CS1)C)O)C)F